1-ethyl-3-methylimidazole-bis(trifluoromethanesulfonyl)imide salt [N-](S(=O)(=O)C(F)(F)F)S(=O)(=O)C(F)(F)F.C(C)N1CN(C=C1)C